CC1=NOC(=C1C1=CC=C2C=3N(C(COC31)C3=CC=C(C#N)C=C3)C(N2)=O)C 4-[7-(3,5-Dimethylisoxazol-4-yl)-2-oxo-1,2,4,5-tetrahydroimidazo[1,5,4-de][1,4]benzoxazin-4-yl]benzonitrile